N7-(3,3-difluorocyclobutyl)-5-(methoxymethyl)-2-methyl-pyrazolo[1,5-a]pyrimidine-3,7-dicarboxamide FC1(CC(C1)NC(=O)C1=CC(=NC=2N1N=C(C2C(=O)N)C)COC)F